3-(4-(3-amino-1H-indazol-5-yl)pyridine-2-yl)-1-(2-hydroxyethyl)-1-methylurea NC1=NNC2=CC=C(C=C12)C1=CC(=NC=C1)NC(N(C)CCO)=O